C(C)(C)(C)NS(=O)(=O)C1=CC(=CC=C1)NC1=NC(=NC=C1C)NC1=CC=C(C=C1)N1CCC(CC1)N1CCN(CC1)CC1=CC(=CC=C1)C1C(NC(CC1)=O)=O N-(tert-butyl)-3-((2-((4-(4-(4-(3-(2,6-dioxopiperidin-3-yl)benzyl)piperazin-1-yl)piperidin-1-yl)phenyl)amino)-5-methylpyrimidin-4-yl)amino)benzenesulfonamide